1,3-dimethylbutanol CC(CC(C)C)O